C(C)N1C(=NC=2C1=NC(=CC2)C=2C=CN1N=C(N=CC12)NC=1C=NN(C1)C)C 5-(3-ethyl-2-methyl-3H-imidazo[4,5-b]pyridin-5-yl)-N-(1-methyl-1H-pyrazol-4-yl)pyrrolo[2,1-f][1,2,4]triazin-2-amine